(R)-3-((2-methoxyethyl)(2-methoxypyrimidin-4-yl)amino)-10-methyl-9,10,11,12-tetrahydro-8H-[1,4]diazepino[5',6':4,5]thieno[3,2-f]quinoxalin-8-one COCCN(C1=NC=2C=CC3=C(C2N=C1)C1=C(S3)C(N[C@@H](CN1)C)=O)C1=NC(=NC=C1)OC